4-(5-amino-2-(3-hydroxy-3-methylbutyl)-2H-indazol-6-yl)phenol NC1=CC2=CN(N=C2C=C1C1=CC=C(C=C1)O)CCC(C)(C)O